P(=O)(OCC1CN(CCC1)C1=NC2=C(C(=CC=C2C(=C1)N1C=NC=C1)Cl)Cl)(O)O (1-(7,8-dichloro-4-(1H-imidazol-1-yl)quinolin-2-yl)piperidin-3-yl)methyl dihydrogen phosphate